(2S,4r)-1-[(2S)-2-(4-cyclopropyl-triazol-1-yl)-3,3-dimethyl-butyryl]-4-hydroxy-N-[2-hydroxy-2-(1,3,5-trimethylpyrazol-4-yl)ethyl]pyrrolidine-2-carboxamide C1(CC1)C=1N=NN(C1)[C@H](C(=O)N1[C@@H](C[C@H](C1)O)C(=O)NCC(C=1C(=NN(C1C)C)C)O)C(C)(C)C